Cl.Cl.C1(=CC=CC=C1)[C@H]1[C@@H](CNC1)C(=O)NC1=CC(=CC=C1)NC=1C=NC=CC1 |r| (±)-trans-4-phenyl-N-[3-(pyridin-3-ylamino)phenyl]pyrrolidine-3-carboxamide dihydrochloride